(E)-2-(1-(3-(5-chloro-2-(1H-tetrazol-1-yl)phenyl)acrylamido)-2-phenylethyl)-1H-benzo[d]imidazole-5-carboxylic acid ClC=1C=CC(=C(C1)/C=C/C(=O)NC(CC1=CC=CC=C1)C1=NC2=C(N1)C=CC(=C2)C(=O)O)N2N=NN=C2